ClC1=NC=C(C(=N1)NCC1=C(C=CC=C1F)CC)C(=O)N 2-chloro-4-((2-ethyl-6-fluorobenzyl)amino)pyrimidin-5-carboxamide